tetramethyl-16-(2,3,4-trifluorobenzyl)-1,4,7,11,14-pentaazacyclooctadecane CC1C(N(CCC(CNCCNCCCNCCN1)CC1=C(C(=C(C=C1)F)F)F)C)(C)C